N-(4-carbamoylphenyl)-4-(4-cyano-2-methoxy-phenoxy)-6-methyl-2-(trifluoromethyl)pyrimidine-5-carboxamide C(N)(=O)C1=CC=C(C=C1)NC(=O)C=1C(=NC(=NC1C)C(F)(F)F)OC1=C(C=C(C=C1)C#N)OC